6-methyl-2-oxo-1-pyridazin-3-ylpyridine-3-carboxamide CC1=CC=C(C(N1C=1N=NC=CC1)=O)C(=O)N